3-(2-prop-2-ynoxyethoxy)propane-1-sulfonyl chloride C(C#C)OCCOCCCS(=O)(=O)Cl